bis-decyl-dimethyl-ammonium bromide [Br-].C(CCCCCCCCC)[N+](C)(C)CCCCCCCCCC